N-[5-(difluoromethoxy)pyridin-3-yl]-N-({5-[5-(difluoromethyl)-1,3,4-oxadiazol-2-yl]-1,3-thiazol-2-yl}methyl)propane-2-sulfonamide FC(OC=1C=C(C=NC1)N(S(=O)(=O)C(C)C)CC=1SC(=CN1)C=1OC(=NN1)C(F)F)F